4-propyl-styrol C(CC)C1=CC=C(C=C)C=C1